7-oxooxazolo[5,4-b]pyridin O=C1C=2C(=NC=C1)OCN2